tertiary butylcumylperoxide C(C)(C)(C)OOC(C)(C)C1=CC=CC=C1